(2S)-2-(4,4-difluoro-3-(hydroxymethyl)piperidin-1-yl)-N-(2,2-difluoro-[1,3]dioxolo[4',5':4,5]benzo[1,2-d]thiazol-6-yl)propanamide FC1(C(CN(CC1)[C@H](C(=O)NC=1SC2=C(N1)C=C1C(=C2)OC(O1)(F)F)C)CO)F